[Cl-].C(CCCCCCCC)[NH+]1C(=CC=C1)CC 1-Nonyl-2-ethylpyrrolium chlorid